C(C)N1C=C(C(C=C1)C1=CC=C(C=C1)Cl)C#N N-Ethyl-3-cyano-4-(4-chlorophenyl)-1,4-dihydropyridine